CN (R)-methylamine